2-Chloro-5-{[(3-hydroxy-2,2-dimethylpropanoyl)amino]methyl}-N-{1-[4-(trifluoromethyl)-phenyl]-1H-indazol-4-yl}benzamide ClC1=C(C(=O)NC2=C3C=NN(C3=CC=C2)C2=CC=C(C=C2)C(F)(F)F)C=C(C=C1)CNC(C(CO)(C)C)=O